rel-3-(5-(difluoromethyl)-1,3,4-thiadiazol-2-yl)-8-((4aS,7aS)-hexahydro-4H-furo[3,4-b][1,4]oxazin-4-yl)-N-(1-methylcyclopropyl)imidazo[1,5-a]pyridine-6-sulfonamide FC(C1=NN=C(S1)C1=NC=C2N1C=C(C=C2N2[C@@H]1[C@H](OCC2)COC1)S(=O)(=O)NC1(CC1)C)F |o1:17,18|